C(#N)C=1C(=CC(=NC1)NC(=O)N1CCCC2=CC(=C(N=C12)C=O)CN1C(CN(CC1)C)=O)NCC1(CC1)SC N-(5-cyano-4-(((1-(methyl-thio)cyclopropyl)methyl)amino)pyridin-2-yl)-7-formyl-6-((4-methyl-2-oxopiperazin-1-yl)methyl)-3,4-dihydro-1,8-naphthyridine-1(2H)-carboxamide